(1S,2S)-2-((S)-5H-Imidazo[5,1-a]isoindol-5-yl)-1,2,3,4-tetrahydronaphthalen-1-ol C=1N=CN2C1C1=CC=CC=C1[C@@H]2[C@H]2[C@@H](C1=CC=CC=C1CC2)O